sodium disulfurous acid S(=O)(O)OS(=O)O.[Na]